3-methyl-5-(4-(2-(pyridin-3-yl)acetamido)cyclohexyl)pyridin CC=1C=NC=C(C1)C1CCC(CC1)NC(CC=1C=NC=CC1)=O